BrCC(=O)C1=CC(=C(C=C1)OC)Cl 2-Bromo-1-(3-chloro-4-methoxyphenyl)ethan-1-one